(R)-1-(4-(6-chloro-2-(2-(3,3-difluoro-pyrrolidin-1-yl)ethoxy)-8-fluoro-7-(2-fluoro-6-hydroxyphenyl)quinazolin-4-yl)piperazin-1-yl)prop-2-en-1-one ClC=1C=C2C(=NC(=NC2=C(C1C1=C(C=CC=C1O)F)F)OCCN1CC(CC1)(F)F)N1CCN(CC1)C(C=C)=O